C1(=CC=CC=C1)C1=CC=CC(=N1)C1=NC(=CC=C1)C1=CC=CC=C1 6,6'-Diphenyl-2,2'-bipyridin